2-cyclobutyl-N-(4-(2-(((1r,4r)-4-(dimethyl-amino)cyclohexyl)-amino)-8-isopropyl-7-oxo-7,8-dihydropyrido-[2,3-d]pyrimidin-6-yl)-2-fluorophenyl)ethane-1-sulfonamide C1(CCC1)CCS(=O)(=O)NC1=C(C=C(C=C1)C1=CC2=C(N=C(N=C2)NC2CCC(CC2)N(C)C)N(C1=O)C(C)C)F